CC(CCC(CO)CCC)C 5-methyl-2-propyl-1-hexanol